(R)-3-tetradecanoyloxytetradecanoic acid C(CCCCCCCCCCCCC)(=O)O[C@@H](CC(=O)O)CCCCCCCCCCC